3-chloro-5-((2,3-dichlorophenylimino)-methyl)phenol ClC=1C=C(C=C(C1)C=NC1=C(C(=CC=C1)Cl)Cl)O